N-((1-(4-(trifluoromethyl)phenyl)-1,2,3,4-tetrahydroquinolin-3-yl)methyl)propynylamide FC(C1=CC=C(C=C1)N1CC(CC2=CC=CC=C12)C[N-]C#CC)(F)F